FC=1C=CC(=NC1C1=C(C=CC=C1OC)F)NC1=NC=C(C(=C1)N1C[C@H](CCC1)O)C=1C=NN(C1)C1CCOCC1 (3S)-1-(2-((5-fluoro-6-(2-fluoro-6-methoxyphenyl)pyridin-2-yl)amino)-5-(1-(tetrahydro-2H-pyran-4-yl)-1H-pyrazol-4-yl)pyridin-4-yl)piperidin-3-ol